N1(N=NC2=C1C=CC=C2)CN2C=C1C(C=C2)=NC(=C1)C1=C(C=CC=C1)CO [2-[5-(benzotriazol-1-ylmethyl)pyrrolo[3,2-c]pyridin-2-yl]phenyl]methanol